N1(CCOCC1)C1=CC=C(C=N1)C(=O)N1CCC(CC1)CCCCNC(=O)C=1C=CC=2N(C1)C=CN2 N-[4-(1-{[6-(morpholin-4-yl)pyridin-3-yl]carbonyl}piperidin-4-yl)butyl]imidazo[1,2-a]pyridine-6-carboxamide